CC1=C(C=C(C=N1)C1=CC=C(C=C1)N1CCNCC1)C1=CC(=C(C(=C1)OC)OC)OC 1-[4-[6-Methyl-5-(3,4,5-trimethoxyphenyl)-3-pyridinyl]phenyl]piperazine